C(C)(C)(C)C1CCN(CC1)C(=O)NC=1C=C(C(=NC1)C=1C=NC(=CC1)OCC)C=1N=NNN1 4-(tert-butyl)-N-(6'-ethoxy-3-(2H-tetrazol-5-yl)-[2,3'-bipyridin]-5-yl)piperidine-1-formamide